BrCC1CS1 2-(bromomethyl) ethylene sulfide